2-(2,6-dioxopiperidin-3-yl)-5-(1-(4-ethylbenzyl)-4-hydroxypiperidin-4-yl)isoindoline-1,3-dione O=C1NC(CCC1N1C(C2=CC=C(C=C2C1=O)C1(CCN(CC1)CC1=CC=C(C=C1)CC)O)=O)=O